(Z)-N-(2-(4-(4-chloro-1,2-diphenyl-but-1-en-1-yl)phenoxy)ethyl)-4-((2-(2,6-dioxopiperidin-3-yl)-1,3-dioxoisoindolin-4-yl)amino)-N-methylbutanamide ClCC/C(=C(\C1=CC=CC=C1)/C1=CC=C(OCCN(C(CCCNC2=C3C(N(C(C3=CC=C2)=O)C2C(NC(CC2)=O)=O)=O)=O)C)C=C1)/C1=CC=CC=C1